C(CCCCCCCCCCCCCCC)(=O)[O-].[Mg+2].C(CCCCCCCCCCCCCCC)(=O)[O-] Magnesium palmitat